N,N'-bis-chlorophenyl-thiourea ClN(C(=S)NCl)C1=CC=CC=C1